ClC=1C=C2C3=C(NC2=CC1)C1(NCC3)CCN(CC1)CC1=C(C=C(C=C1)F)F 6'-Chloro-1-(2,4-difluorobenzyl)-2',3',4',9'-tetrahydrospiro[piperidine-4,1'-pyrido[3,4-b]indole]